COCC1=C2C=CC(=NC2=CC=C1)C(=O)O 5-(methoxymethyl)quinoline-2-carboxylic acid